NC1=NC(N(C=C1)[C@@H]1O[C@]([C@H]([C@@H]1O)O)(C#CC)CO)=O 4-amino-1-((2R,3S,4S,5R)-3,4-dihydroxy-5-(hydroxymethyl)-5-(prop-1-yn-1-yl)tetrahydrofuran-2-yl)pyrimidin-2(1H)-one